N,N'-dicyclohexyl-1,4-cyclopentanedicarboxamide C1(CCCCC1)NC(=O)C1CCC(C1)C(=O)NC1CCCCC1